F[B-](F)(F)F.C(C)(C)(C)C=1C=CC2=C(C3=CC=C(C=C3[N+](=C2C1)C1=CC=CC=C1)C(C)(C)C)C1=C(C=C(C=C1C)C)C 3,6-di-tert-butyl-10-phenyl-9-(2,4,6-trimethylphenyl)acridinium tetrafluoroborate